3-(8-amino-5-(6-oxo-1,6-dihydropyridin-3-yl)-[1,2,4]triazolo[1,5-a]pyrazin-6-yl)benzonitrile NC=1C=2N(C(=C(N1)C=1C=C(C#N)C=CC1)C1=CNC(C=C1)=O)N=CN2